C12(CCC(CC1)CC2)NC(=O)C=2C(N(C1=NC=C(C=C1C2O)C2=CC=C(C=C2)F)CCN2CCOCC2)=O N-(bicyclo[2.2.2]oct-1-yl)-6-(4-fluorophenyl)-4-hydroxy-1-(2-morpholinoethyl)-2-oxo-1,2-dihydro-1,8-naphthyridine-3-carboxamide